C(C(C)C)C1=CC=C(CN2CCC(CC2)C=2C=C3CN(C(C3=CC2)=O)C2C(NC(CC2)=O)=O)C=C1 3-(5-(1-(4-isobutylbenzyl)piperidin-4-yl)-1-oxoisoindolin-2-yl)piperidine-2,6-dione